4-(2,6-dichlorobenzamido)-N-(1-((3-(2,4-dioxotetrahydropyrimidin-1(2H)-yl)pyridin-4-yl)methyl)piperidin-4-yl)-1H-pyrazole-3-carboxamide ClC1=C(C(=O)NC=2C(=NNC2)C(=O)NC2CCN(CC2)CC2=C(C=NC=C2)N2C(NC(CC2)=O)=O)C(=CC=C1)Cl